1-(4-cyanophenyl)-1,3-dihydro-2H-cyclopenta[b]Benzofuran-2,2-dicarboxylic acid diethyl ester C(C)OC(=O)C1(C(C2=C(OC3=C2C=CC=C3)C1)C1=CC=C(C=C1)C#N)C(=O)OCC